Rel-4,4,4-trifluoro-3-{[(1s,15S,16S,19s)-3-fluoro-10-oxo-8,18-dioxa-11-azatetracyclo[17.2.2.02,7.011,16]tricosa-2(7),3,5-trien-15-yl]amino}butanenitrile FC([C@@H](CC#N)N[C@H]1CCCN2C(COC=3C=CC=C(C3C3CCC(OC[C@H]12)CC3)F)=O)(F)F |o1:2|